7-formyl-1H-pyrrolo[3,2-b]pyridine-5-carbonitrile C(=O)C1=C2C(=NC(=C1)C#N)C=CN2